tert-Butyl 2-(2-{[(1,3-benzothiazol-2-yl)methyl]carbamoyl}-2,3-dihydro-1H-inden-2-yl)acetate S1C(=NC2=C1C=CC=C2)CNC(=O)C2(CC1=CC=CC=C1C2)CC(=O)OC(C)(C)C